C[C@H]1[C@@H]([C@H]([C@H]([C@@H](O1)OC2=C(OC3=CC(=CC(=C3C2=O)O)O[C@H]4[C@@H]([C@H]([C@@H]([C@H](O4)CO)O)O)O)C5=CC(=C(C=C5)O)O)O[C@H]6[C@@H]([C@H]([C@@H]([C@H](O6)COC(=O)/C=C/C7=CC=C(C=C7)O)O)O)O)O)O The molecule is a quercetin O-glucoside that consists of quercetin attached to a beta-D-glucopyranosyl moiety at position 7 and a alpha-L-6'''-p-coumaroyl-beta-D-glucopyranosyl-(1->2)-rhamnopyranosyl residue at position 3 via a glycosidic linkage. Isolated from the leaves of Ginkgo biloba, it exhibits antioxidant activity. It has a role as a metabolite and an antioxidant. It is a quercetin O-glucoside and a cinnamate ester. It derives from a trans-4-coumaric acid.